Cl.NC1=CC(=NC=N1)NC1=CC(=C2N(C1=O)C1(CCC(CC1)(F)F)NC2=O)C 6-[(6-aminopyrimidin-4-yl)amino]-4',4'-difluoro-8-methyl-spiro[2H-imidazo[1,5-a]pyridine-3,1'-cyclohexane]-1,5-dione hydrochloride